1'-(1-(3-fluoro-4-oxo-4,5-dihydropyrrolo[1,2-a]quinoxalin-7-yl)ethyl)-N,3'-dimethyl-1',2',3',6'-tetrahydro-[3,4'-bipyridine]-6-carboxamide FC=1C=CN2C1C(NC1=CC(=CC=C21)C(C)N2CC(C(=CC2)C=2C=NC(=CC2)C(=O)NC)C)=O